3-[5-[[methyl(4-piperidyl)amino]methyl]-1-oxo-isoindolin-2-yl]piperidine-2,6-dione dihydrochloride Cl.Cl.CN(C1CCNCC1)CC=1C=C2CN(C(C2=CC1)=O)C1C(NC(CC1)=O)=O